ClC1=C(C(=CC=C1Cl)OCOC)[C@H]1CC(CN1)C(=O)OC methyl (5R)-5-[2,3-dichloro-6-(methoxymethoxy)phenyl]pyrrolidine-3-carboxylate